ClC1=C2C=NNC2=CC=C1C1=C(N=C2N1C=C(N=C2)C2=CC(=C(C=C2)F)C(C)C)C(F)(F)F 3-(4-chloro-1H-indazol-5-yl)-6-(4-fluoro-3-isopropyl-phenyl)-2-trifluoromethyl-imidazo[1,2-a]pyrazine